C1(CCC1)C=1N=CC2=C(N1)NC=C2C=2C=CC=1N(C2)N=CN1 6-(2-cyclobutyl-7H-pyrrolo[2,3-d]pyrimidin-5-yl)-[1,2,4]triazolo[1,5-a]pyridine